CC1=NC=C(C(=N1)N)CNC=O Formylaminopyrimidine